BrC1=C2C=CC(=CC2=CC=C1)C(=O)NC(C)C 5-bromo-N-isopropyl-2-naphthamide